5-acrylamido-2,4,6-triiodobenzene-1,3-dicarboxylic acid C(C=C)(=O)NC=1C(=C(C(=C(C1I)C(=O)O)I)C(=O)O)I